2-amino-5-(3-sulfopropoxy)benzoic acid NC1=C(C(=O)O)C=C(C=C1)OCCCS(=O)(=O)O